P([O-])([O-])=O.[Al+3].P([O-])([O-])=O.P([O-])([O-])=O.[Al+3] Aluminium phosphonat